C(CC(CC(C)O)O)O 1,3,5-Hexantriol